6-chlorophthalazin-5-amine ClC1=C(C=2C=NN=CC2C=C1)N